OC[C@H]1N(C/C(/C1)=N/OC)C(=O)C1=CC=C(C=C1)C1=C(C(=CC=C1)C#N)C (S,E)-4'-(2-(Hydroxymethyl)-4-(methoxyimino)pyrrolidine-1-carbonyl)-2-methyl-[1,1'-biphenyl]-3-carbonitrile